ethyl (S)-6-(tert-butyl)-2-chloro-3-(3-methoxypropoxy)-10-oxo-5,10-dihydro-6H-pyrido[1,2-h][1,7]naphthyridine-9-carboxylate C(C)(C)(C)[C@@H]1CC=2C=C(C(=NC2C=2N1C=C(C(C2)=O)C(=O)OCC)Cl)OCCCOC